C(#N)[C@@H]1[C@H](C1)C(=O)N[C@H](C1=NC2=C(N1)C=CC(=C2)[C@@H](C)NC(CCC(F)(F)F)=O)C2CCC(CC2)(F)F |o1:2,3| trans-(1S*,2S*)-2-Cyano-N-((S)-(4,4-difluorocyclohexyl)(5-((R)-1-(4,4,4-trifluorobutanamido)ethyl)-1H-benzo[d]imidazol-2-yl)methyl)cyclopropane-1-carboxamide